6-(3'-((diisobutylamino)methyl)-[1,1'-biphenyl]-4-yl)-2-methyl-1H-benzo[d]imidazole-4-carboxylic acid C(C(C)C)N(CC(C)C)CC=1C=C(C=CC1)C1=CC=C(C=C1)C=1C=C(C2=C(NC(=N2)C)C1)C(=O)O